4-chloro-5-phenylpicolinaldehyde ClC1=CC(=NC=C1C1=CC=CC=C1)C=O